2-(methylsulfonyl)-5-phenoxythiazolo[5,4-b]pyridine CS(=O)(=O)C=1SC2=NC(=CC=C2N1)OC1=CC=CC=C1